propoxy-trimethylolpropane triacrylate C(C=C)(=O)O.C(C=C)(=O)O.C(C=C)(=O)O.C(CC)OC(C(CO)(CO)CO)C